4-((6-((3R,4R)-4-(3,4-dihydroisoquinolin-2(1H)-yl)-3-hydroxypiperidine-1-carbonyl)-2-isopropyl-Oxypyrimidin-4-yl)amino)piperidine-1-carboxylic acid tert-butyl ester C(C)(C)(C)OC(=O)N1CCC(CC1)NC1=NC(=NC(=C1)C(=O)N1C[C@H]([C@@H](CC1)N1CC2=CC=CC=C2CC1)O)OC(C)C